N-p-toluenesulfonyl-1,2-diphenylethylenediamine CC1=CC=C(C=C1)S(=O)(=O)NC(C(N)C1=CC=CC=C1)C1=CC=CC=C1